F[C@H]1C[C@@H](N(C1)C=1C=CC=2N(N1)C(=CN2)C(=O)N[C@@H]2CN(CC2)CC2=CC(=CC=C2)O)C2=CC(=CC(=C2)SC)F 6-[(2R,4S)-4-fluoro-2-[3-fluoro-5-(methylsulfanyl)phenyl]pyrrolidin-1-yl]-N-[(3S)-1-[(3-hydroxyphenyl)methyl]pyrrolidin-3-yl]imidazo[1,2-b]pyridazine-3-carboxamide